5-methoxyquinolin-6-amine COC1=C2C=CC=NC2=CC=C1N